CCCCCCCCCC\C=C/CC cis-8-cis-11-tetradecen